(rac)-3-{1-[3-(methanesulfonyl)phenyl]ethoxy}-5-(4,4,5,5-tetramethyl-1,3,2-dioxaborolan-2-yl)pyridin-2-amine CS(=O)(=O)C=1C=C(C=CC1)[C@@H](C)OC=1C(=NC=C(C1)B1OC(C(O1)(C)C)(C)C)N |r|